3-((5-(Dimethylamino) pentanoyl)oxy)-2,2-bis((octanoyloxy) methyl)propyl 4,5-dipropyloctanoate C(CC)C(CCC(=O)OCC(COC(CCCCN(C)C)=O)(COC(CCCCCCC)=O)COC(CCCCCCC)=O)C(CCC)CCC